CC=1C=C(C=CC1)C1=NN2C(NCC(C2)CN(CC)CC)=C1C=1C=CC(N(N1)C1=C(C=CC=C1)C)=O (-)-6-{2-(3-Methylphenyl)-6-[(diethylamino)methyl]-4,5,6,7-tetrahydropyrazolo[1,5-a]pyrimidin-3-yl}-2-(2-methylphenyl)pyridazin-3(2H)-one